tert-butoxycarbonyl-5-(6-acetamidopyrimidin-4-ylamino)-6-methoxyindazole C(C)(C)(C)OC(=O)C1=NNC2=CC(=C(C=C12)NC1=NC=NC(=C1)NC(C)=O)OC